dipropargyl sulphite S(=O)(OCC#C)OCC#C